bromo-N-(5-chloro-6-(2H-1,2,3-triazol-2-yl)pyridin-3-yl)-4,5-dihydro-2H-spiro[furan-3,2'-pyrido[4,3-b][1,4]oxazine]-4'(3'H)-carboxamide BrC1N(C2=C(OC13COCC3)C=CN=C2)C(=O)NC=2C=NC(=C(C2)Cl)N2N=CC=N2